P(=O)(OC1(C(CC(CC1)C)OC(C=C)=O)C)([O-])[O-] acryloyloxy-1,4-dimethylcyclohexyl phosphate